(((1-(1-methyl-1H-indazol-5-yl)-2-oxabicyclo[2.2.2]oct-4-yl) methyl) amino)-3,4-dihydronaphthalene-2-carboxylate CN1N=CC2=CC(=CC=C12)C12OCC(CC1)(CC2)CNC2=C(CCC1=CC=CC=C21)C(=O)[O-]